C(C=C)(=O)OC1=C(C(C(=O)O)=CC(=C1C(=O)O)C(=O)O)C(=O)O acryloyloxypyromellitic acid